6-(2-amino-2-(4-((4-((((R)-tetrahydrofuran-3-yl)amino)methyl)phenyl)ethynyl)phenyl)ethyl)-5-hydroxypyrimidin-4(3H)-one NC(CC1=C(C(NC=N1)=O)O)C1=CC=C(C=C1)C#CC1=CC=C(C=C1)CN[C@H]1COCC1